CSC=1C=C2C(=CC=NC2=CC1)C1N(CCC(C1)O)C1CCNCC1 6-(methylthio)quinolin-4-yl-[1,4'-bipiperidin]-4-ol